C(C=C)(=O)N1C[C@H](CCC1)NC1=NC(=CC(=C1)CN1CCN(CC1)CCC#N)NC=1SC(=CN1)C (S)-3-(4-((2-((1-acryloylpiperidin-3-yl)amino)-6-((5-methylthiazol-2-yl)amino)pyridin-4-yl)methyl)piperazin-1-yl)propanenitrile